(S)-1-(2,6-difluoro-3-(hydroxymeth-yl)benzyl)-3,4-dimethyl-2-oxo-N-(2,4,6-trifluorobenzyl)-1,2,3,4-tetrahydro-quinazoline-7-carboxamide FC1=C(CN2C(N([C@H](C3=CC=C(C=C23)C(=O)NCC2=C(C=C(C=C2F)F)F)C)C)=O)C(=CC=C1CO)F